FC(C1=CC=C(C(=O)OOC(=O)C2=CC=C(C=C2)C(F)(F)F)C=C1)(F)F.FC1=C(C=C(C(=O)N)C=C1)C=1C=NC(=NC1)NCC1(CC(C1)F)C1=NC=CC=C1F 4-fluoro-3-[2-({[3-fluoro-1-(3-fluoro(2-pyridyl))cyclobutyl]methyl}amino)pyrimidin-5-yl]benzamide [4-(Trifluoromethyl)benzoyl]4-(trifluoromethyl)benzenecarboperoxoate